3-methylbut-3-enoyl chloride CC(CC(=O)Cl)=C